FC(CS(=O)(=O)O)(F)F.N1=CC=CC=C1 pyridine trifluoroethanesulfonate